3-(1,3-dimethyl-1,2,3,4-tetrahydroisoquinolin-6-yl)propionic acid CC1NC(CC2=CC(=CC=C12)CCC(=O)O)C